(R)-6-(4-Fluorophenyl)-N-(1-(2-(trifluoromethyl)pyrimidin-5-yl)ethyl)chinolin-4-amin FC1=CC=C(C=C1)C=1C=C2C(=CC=NC2=CC1)N[C@H](C)C=1C=NC(=NC1)C(F)(F)F